6-(2,5-Dimethoxyphenyl)-N-[(2-oxo-1H-pyridin-3-yl)sulfonyl]-2-(2,4,6-trimethylphenoxy)pyridin-3-carboxamid COC1=C(C=C(C=C1)OC)C1=CC=C(C(=N1)OC1=C(C=C(C=C1C)C)C)C(=O)NS(=O)(=O)C=1C(NC=CC1)=O